BrC1=CC=C(C(=O)N(C)CCCOC)C=C1 4-bromo-N-(3-methoxypropyl)-N-methylbenzamide